N(N)C(=O)[C@H]1N(CCC1)C(C(=O)O)=O 2-[(2S)-2-(hydrazinocarbonyl)pyrrolidin-1-yl]-2-oxoacetic acid